4-(5-methoxy-4-methylpyrimidin-2-yl)piperazine-1-carboxylic acid tert-butyl ester C(C)(C)(C)OC(=O)N1CCN(CC1)C1=NC=C(C(=N1)C)OC